C(C(C)C)N1CCC(CC1)C1=C(N=C(S1)C1=NNC(=C1CC(F)(F)F)C=1C=C(C=2N(C1)N=CN2)C)C 5-(1-isobutylpiperidin-4-yl)-4-methyl-2-(5-(8-methyl-[1,2,4]triazolo[1,5-a]pyridin-6-yl)-4-(2,2,2-trifluoroethyl)-1H-pyrazol-3-yl)thiazole